C1(CC1)C1=C(C=C(C(=O)O)C=C1)S(N(C)C)(=O)=O 4-cyclopropyl-3-(N,N-dimethylsulfamoyl)benzoic acid